C(C=C)(=O)OC1=C(C(C(=O)O)=CC=C1C(=O)O)C(=O)O acryloyloxytrimellitic acid